NC=1SC=2C(=C3C(NC(C3=C(C2)NC(C2=CC(=CC(=C2)C(F)(F)F)F)=O)C2=C(C=CC(=C2)F)Cl)=O)N1 N-(2-amino-6-(2-chloro-5-fluorophenyl)-8-oxo-7,8-dihydro-6H-thiazolo[4,5-e]isoindol-5-yl)-3-fluoro-5-(trifluoromethyl)benzamide